C(C)(C)(C)N[C@@H](CCC(=O)[O-])C(=O)[O-] tert-butylglutamate